BrC1=CC2=C(C3=CC=CC=C3C(=C2C=C1)OC(C1=CC=CC=C1)=O)OC(C1=CC=CC=C1)=O 2-bromo-9,10-bis(benzoyloxy)anthracene